ClC1=CC=C(OC2CN(C2)C(=O)[C@@H]2CC[C@H](CO2)NC(OC(C)(C)C)=O)C=C1 tert-butyl ((3R,6S)-6-(3-(4-chlorophenoxy)azetidine-1-carbonyl)tetrahydro-2H-pyran-3-yl)carbamate